CN1CC(C1)CCOC=1C=C(C=2N(C1)N=CC2C#N)C=2C=NC(=CC2)N2CCC(CC2)OC2=NC=CC=C2 6-(2-(1-methylazetidin-3-yl)ethoxy)-4-(6-(4-(pyridin-2-yloxy)piperidin-1-yl)pyridin-3-yl)pyrazolo[1,5-a]pyridine-3-carbonitrile